5-fluoro-2-(4-fluoro-4-methoxycarbonyl-1-piperidinyl)pyrimidine-4-carboxylic acid ethyl ester C(C)OC(=O)C1=NC(=NC=C1F)N1CCC(CC1)(C(=O)OC)F